2,3-difluorobenzene-1-carbonitrile FC1=C(C=CC=C1F)C#N